C(CCCC(CCCCCO)O)O 1,5,10-decanetriol